2-Hydroxyazulene OC1=CC2=CC=CC=CC2=C1